tert-butyl N-(9-[[(2S)-1-[(2S,4R)-4-hydroxy-2-([[4-(4-methyl-1,3-thiazol-5-yl)phenyl]meth-yl]carbamoyl)pyrrolidin-1-yl]-3,3-dimethyl-1-oxobutan-2-yl]carbamoyl]nonyl)carbamate O[C@@H]1C[C@H](N(C1)C([C@H](C(C)(C)C)NC(=O)CCCCCCCCCNC(OC(C)(C)C)=O)=O)C(NCC1=CC=C(C=C1)C1=C(N=CS1)C)=O